C(C)C=1C=C(C=NC1)C=1C=NC(=CC1)N[C@H](C)C1=CC(=CC=C1)F (R)-5'-ethyl-N-(1-(3-fluorophenyl)ethyl)-[3,3'-bipyridin]-6-amine